3-(1-methyl-7-methylsulfonyl-2-oxo-4H-pyrimido[4,5-d]pyrimidin-3-yl)pyrrolidine-1-carboxylic acid tert-butyl ester C(C)(C)(C)OC(=O)N1CC(CC1)N1C(N(C2=NC(=NC=C2C1)S(=O)(=O)C)C)=O